C(=O)O.CN1N=C2C(=CC(=CC2=C1)NC(=O)N1CCC=2C1=NC=CC2N2CCNCC2)C(F)(F)F N-(2-methyl-7-(trifluoromethyl)-2H-indazol-5-yl)-4-(piperazin-1-yl)-2,3-dihydro-1H-pyrrolo[2,3-b]pyridine-1-carboxamide formate